C(=O)O.N[C@H]1[C@@H](CCCC1)C1=C(C2=NC(=CC(=C2N1C(F)F)NCC=1SC=CC1)Cl)Cl 2-((1R,2R)-2-aminocyclohexyl)-3,5-dichloro-1-(difluoromethyl)-N-(thiophen-2-ylmethyl)-1H-pyrrolo[3,2-b]pyridin-7-amine formate